(tert-Butoxycarbonyl)-3-(4-fluoro-2-(trifluoromethyl)benzyl)-5,6-dihydroimidazo[1,2-a]pyrazine C(C)(C)(C)OC(=O)C=1N=C2N(CCN=C2)C1CC1=C(C=C(C=C1)F)C(F)(F)F